N=1C=C(N2C1COCC2)C2=C1CNC(C1=C(C=C2)NC2=NC=C(C=C2)N2CCC(CC2)O)=O 4-(6,8-dihydro-5H-imidazo[2,1-c][1,4]oxazin-3-yl)-7-[[5-(4-hydroxy-1-piperidyl)-2-pyridyl]amino]isoindolin-1-one